C(#N)C=1C=C(C=CC1)C=1N=C(SC1C1=CC(=NC(=C1)C)C1CC1)NC(=O)N1CC2(COC2)C1 N-[4-(3-Cyanophenyl)-5-(2-cyclopropyl-6-methyl-4-pyridyl)thiazol-2-yl]-2-oxa-6-azaspiro[3.3]heptan-6-carboxamid